ClC=1C(=NC=CC1)OC[C@@H]1N(CCC1)C1=C(C=C2C(C(=CN(C2=N1)C1=NC=C(N=C1)N1CC(C1)N(C)C)C(=O)O)=O)C#N (R)-7-(2-(((3-chloropyridin-2-yl)oxy)methyl)pyrrolidin-1-yl)-6-cyano-1-(5-(3-(dimethyl-amino)azetidin-1-yl)pyrazin-2-yl)-4-oxo-1,4-dihydro-1,8-naphthyridine-3-carboxylic acid